ClC=1C(=C(C=CC1)S(=O)(=O)C1=C(C(=CC=C1)Cl)CC=C(C)C)CC=C(C)C chloroprenyl-phenylsulfone